IC(C(C(=O)OOC(C(C(F)(F)I)(F)F)=O)(F)F)(F)F di(3-iodo-2,2,3,3-tetrafluoropropanoyl) peroxide